FC(C1=CC=C(C=C1)N1C(CCCC1)=O)(F)F 1-(4-trifluoromethylphenyl)-piperidin-2-one